C(CCC)C1=NN(C(=C1O)C(C)(C)C)C(C)(C)C Butyl-1,5-di-tert-butyl-4-hydroxy-pyrazol